ClC1=NC(=C2N=CN(C2=N1)[C@@H]1SC[C@H]([C@H]1O)O)N[C@@H]1CCC2=CC(=CC=C12)C(=O)N (R)-1-((2-chloro-9-((2R,3R,4S)-3,4-dihydroxytetrahydrothiophen-2-yl)-9H-purin-6-yl)amino)-2,3-dihydro-1H-indene-5-carboxamide